N6-(4-(carboxymethyl)piperazin-1-carbonyl)-L-lysine C(=O)(O)CN1CCN(CC1)C(=O)NCCCC[C@H](N)C(=O)O